FC1=C(C(=CC=C1)C)N1CCC(CC1)N1C(N(C2=NC(=CN=C2C1=O)C)CC1=NC=CC=C1C(F)(F)F)=O 3-(1-(2-fluoro-6-methylphenyl)piperidin-4-yl)-7-methyl-1-((3-(trifluoromethyl)pyridin-2-yl)methyl)pteridine-2,4(1H,3H)-dione